1-(3-chlorophenyl)-3-[4-(1,1-dioxido-4-oxo-1,2,5-thiadiazolidin-2-yl)-3-fluoro-5-hydroxyphenyl]urea ClC=1C=C(C=CC1)NC(=O)NC1=CC(=C(C(=C1)O)N1S(NC(C1)=O)(=O)=O)F